(1S)-1-[[(R)-tert-butylsulfinyl]amino]spiro[indane-2,4'-piperidine] C(C)(C)(C)[S@@](=O)N[C@@H]1C2=CC=CC=C2CC12CCNCC2